2-(2-(difluoromethoxy)-7-methylquinoxalin-5-yl)-7-methoxybenzo[d]thiazole FC(OC1=NC2=CC(=CC(=C2N=C1)C=1SC2=C(N1)C=CC=C2OC)C)F